CC=1N=C(SC1)C#CC=1C=C(OC2=C(N=NN2)C(=O)O)C=CC1 5-(3-((4-methylthiazol-2-yl)ethynyl)phenoxy)-1H-1,2,3-triazole-4-carboxylic acid